N(=[N+]=[N-])C1=NC=C(C=C1N1C(CCC1)=O)C(F)(F)F 1-[2-azido-5-(trifluoromethyl)-3-pyridyl]pyrrolidin-2-one